ClC=1C=NC(=NC1)N1CCC(CC1)CCCOC1=CC(=C(C=C1)CC(=O)NC(CO)(CO)CO)F 2-[4-[3-[1-(5-chloropyrimidin-2-yl)-4-piperidyl]propoxy]-2-fluoro-phenyl]-N-[2-hydroxy-1,1-bis(hydroxymethyl)ethyl]acetamide